C(CCCCCCCCCCC)(=O)OCCCCCCCCCCCCCCCCCCCCCCCCCCCCCCCCCCCCCC octatriacontyl laurate